ClC1=C(C=2N=C(N=C(C2C(=N1)OC)N1C[C@@](CCC1)(O)C)OCC1(CC1)CO)F (R)-1-(7-chloro-8-fluoro-2-((1-(hydroxymethyl)cyclopropyl)methoxy)-5-methoxypyrido[4,3-d]pyrimidin-4-yl)-3-methylpiperidin-3-ol